CC1=C(C(=CC=C1)C)OC(C(=O)NC1=C(C=CC=C1C)C)=O (2,6-dimethylphenyl)-2-(2,6-dimethylanilino)-2-oxo-acetate